1-ethyl-4,6-difluoro-5-[2-(trimethylsilyl)ethynyl]-1,3-benzodiazole C(C)N1C=NC2=C1C=C(C(=C2F)C#C[Si](C)(C)C)F